BrC1=CC=C2C(C=C(OC2=C1Cl)C1=CC=C(C=C1)OC)=O 7-bromo-8-chloro-2-(4-methoxyphenyl)chromen-4-one